NC1=NC=CC(=C1Cl)SC1=CN=C(C(=N1)CO)N1CCC2(CC1)[C@@H](C1=CC(=C(C=C1C2)C)C)N (S)-(6-((2-amino-3-chloropyridin-4-yl)thio)-3-(1-amino-5,6-dimethyl-1,3-dihydrospiro[inden-2,4'-piperidin]-1'-yl)pyrazin-2-yl)methanol